3-aminooxacyclopentane-2,5-dione NC1C(OC(C1)=O)=O